methyl 6-(3-chloro-phenyl)pyrazolo[1,5-b]pyridazine-3-carboxylate ClC=1C=C(C=CC1)C=1C=CC=2N(N1)N=CC2C(=O)OC